isononyl p-toluate C1(=CC=C(C=C1)C(=O)OCCCCCCC(C)C)C